4-methylthiazole-2-carbaldehyde CC=1N=C(SC1)C=O